C(C)(C)(C)C1=CC=C(C=C1)/C=C/C (2E)-3-(4-tert-butylphenyl)-2-propene